2-(benzyloxy)-5-(4,4,5,5-tetramethyl-1,3,2-dioxaborolan-2-yl)-benzaldehyde C(C1=CC=CC=C1)OC1=C(C=O)C=C(C=C1)B1OC(C(O1)(C)C)(C)C